tetraethylammonium dithionite S(=O)([O-])S(=O)[O-].C(C)[N+](CC)(CC)CC.C(C)[N+](CC)(CC)CC